7-methyl-1,9,7-triazabicyclo[4.4.0]dec-9-enium acetate C(C)(=O)[O-].CN1C2CCCC[NH+]2C=NC1